2,6,6,9-tetramethyl-8-(methylamino)-6H-benzo[c]chromen-3-ol CC=1C=C2C3=C(C(OC2=CC1O)(C)C)C=C(C(=C3)C)NC